COC=1N=C2C(=CC=NC2=CC1OC)OC1=C(C=C(C=C1)NC(=O)C=1C(N(C=CC1)C1=CC=NC=C1)=O)F N-[4-[(6,7-Dimethoxy-1,5-naphthyridin-4-yl)oxy]-3-fluorophenyl]-2-oxo-1-pyridin-4-ylpyridine-3-carboxamide